C(#N)C=1C=C(C(=O)N[C@@H](C)C2=NC(=NN2C2=NC=NC(=C2)N=S(=O)(C)C)C)C=C(C1)C(F)(F)F (S)-3-cyano-N-(1-(1-(6-((dimethyl(oxo)-λ6-sulfaneylidene)amino)pyrimidin-4-yl)-3-methyl-1H-1,2,4-triazol-5-yl)ethyl)-5-(trifluoromethyl)benzamide